ClC=1C(=NC(=NC1)N1CCCCC1)NC1=CC2=C(N(C(N2CCC(C)(C)O)=O)C)C=C1 5-((5-Chloro-2-(piperidin-1-yl)pyrimidin-4-yl)amino)-3-(3-hydroxy-3-methylbutyl)-1-methyl-1,3-dihydro-2H-benzo[d]imidazol-2-on